CC(CCN([C@@H](C)C(=O)O)C)CCCC(C)C N-(3,7-dimethyloctyl)-N-methylalanine